tert-butyl 2-[[3-[5-(trifluoromethyl)-2-thienyl]imidazo[1,2-b]pyridazin-6-yl]amino]-7-azaspiro[3.5]nonane-7-carboxylate FC(C1=CC=C(S1)C1=CN=C2N1N=C(C=C2)NC2CC1(C2)CCN(CC1)C(=O)OC(C)(C)C)(F)F